CC([C@@H](C(=O)N[C@H](C(=O)NC1=CC=C(C=C1)COC(=O)OC1=CC=C(C=C1)[N+](=O)[O-])C)NC([O-])=O)C ((S)-3-methyl-1-(((S)-1-((4-((((4-nitrophenoxy)carbonyl)oxy)methyl)phenyl)amino)-1-oxopropan-2-yl)amino)-1-oxobutan-2-yl)carbamate